BrCC1=CC(=C(C(=C1C)C=1C(=C(C=C(C1C)CBr)C(C)(C)C)O)O)C(C)(C)C 5,5'-dibromomethyl-3,3'-di-tert-butyl-6,6'-dimethyl-[1,1'-biphenyl]-2,2'-diol